C(C)(C)(C)OC(=O)NCCS(=O)(=O)C1=CC(=C(C(=O)OC)C=C1)C Methyl 4-((2-((tert-butoxycarbonyl) amino) ethyl) sulfonyl)-2-methylbenzoate